C1(CC1)NC=1C2=C(N=CN1)C=CS2 N-cyclopropyl-thieno[3,2-d]pyrimidin-4-amine